FC=1C=CC(=NC1)NC(CN1C=2N(C(C3=C1C(N(C3)[C@H](COC)C)=O)=O)N=C(C2)C2=NC=CC=C2C)=O N-(5-Fluoropyridin-2-yl)-2-{6-[(2S)-1-methoxyprop-2-yl]-2-(3-methylpyridin-2-yl)-5,8-dioxo-5,6,7,8-tetrahydro-4H-pyrazolo[1,5-a]pyrrolo[3,4-d]pyrimidin-4-yl}acetamide